The molecule is an N-hydroxyhexadecenoylsphingosine-1-phosphocholine in which the N-acyl group is specified as (9Z)-3-hydroxyhexadec-9-enoyl. It has a role as a human urinary metabolite. CCCCCCCCCCCCC/C=C/[C@H]([C@H](COP(=O)([O-])OCC[N+](C)(C)C)NC(=O)CC(CCCCC/C=C\\CCCCCC)O)O